FC(C1=CC=C(C=C1)C(=O)C1OCOC1C1=CC=CC=C1)(F)F 4-((4-(trifluoromethyl)phenyl)formyl)-5-phenyl-1,3-dioxolan